trans-3-acetamido-N-(5-chloro-4-(5,5-dimethyl-5,6-dihydro-4H-pyrrolo[1,2-b]pyrazol-3-yl)pyridin-2-yl)cyclohexanecarboxamide C(C)(=O)N[C@@H]1C[C@H](CCC1)C(=O)NC1=NC=C(C(=C1)C1=C2N(N=C1)CC(C2)(C)C)Cl